Cerium-zirconium-neodymium-aluminum [Al].[Nd].[Zr].[Ce]